FC(C12CCC(CC1)(C2)C2=NOC(=C2)NC(=O)CC2=CC=C(C(=O)O)C=C2)(F)F 4-[([3-[4-(Trifluoromethyl)bicyclo[2.2.1]heptan-1-yl]-1,2-oxazol-5-yl]carbamoyl)methyl]benzoic acid